C(C)(C)(C)OC(CCC(C(=O)N)N1C(C2=CC(=CC(=C2C1)O)F)=O)=O 5-amino-4-(6-fluoro-4-hydroxy-1-oxoisoindol-2-yl)-5-oxopentanoic acid tert-butyl ester